Cl.C(C)(C)(C)NC(C)=O N-tert-butyl-acetamide hydrochloride